OC1=CC=C(C=C1)CCO 2-(4-Hydroxyphenyl)ethanol